C(C)(C)(C)OC(=O)NCCC(=O)NC1CC(N(C1)C)NC=1N=C(N(C1)C)C(=O)OCC ethyl 4-(4-{3-[(tert-butoxycarbonyl) amino] propionylamino}-1-methylpyrrolidin-2-ylamino)-1-methylimidazole-2-carboxylate